(5Z,8Z,10E,12E,14Z)-5,8,10,12,14-Eicosapentaenoic acid C(CCC\C=C/C\C=C/C=C/C=C/C=C\CCCCC)(=O)O